N1CC(C1)CN(C)C 1-(azetidin-3-yl)-N,N-dimethyl-methanamine